C(C)(C)(C)OC(=O)N[C@H](C(=O)O)CC1=CC=C(C=C1)C1CCC(CC1)C(=O)OC(C)(C)C (S)-2-((tert-butoxycarbonyl)amino)-3-(4-(4-(tert-butoxycarbonyl)cyclohexyl)phenyl)propanoic acid